CN(C(COC1=CC(=CC=C1)[C@@H]1NC[C@H](CC1)C)C)C N,N-dimethyl-1-[3-[(2R,5S)-5-methyl-2-piperidyl]phenoxy]propan-2-amine